N-((1-(3-(N-((1,2,3,5,6,7-hexahydro-s-indacen-4-yl)carbamoyl)sulfamoyl)phenyl)-1H-1,2,3-triazol-4-yl)methyl)-5-((3aS,4S,6aR)-2-oxohexahydro-1H-thieno[3,4-d]imidazol-4-yl)pentanamide C1CCC2=C(C=3CCCC3C=C12)NC(=O)NS(=O)(=O)C=1C=C(C=CC1)N1N=NC(=C1)CNC(CCCC[C@@H]1SC[C@@H]2NC(N[C@@H]21)=O)=O